C(=O)([O-])OC(=O)OC(=O)[O-].[Sc+3].C(=O)([O-])OC(=O)OC(=O)[O-].C(=O)([O-])OC(=O)OC(=O)[O-].[Sc+3] scandium tricarbonate